((S)-oxetan-2-ylmethyl)-1H-benzo[d]imidazole-6-carboxylic acid methyl ester COC(=O)C=1C=CC2=C(N(C=N2)C[C@H]2OCC2)C1